chloromethyl-benzylether ClCOCC1=CC=CC=C1